COC(=O)C=1SC=C(C1[N+](=O)[O-])NC[C@H]1OCC1 nitro-4-{[(2S)-oxetan-2-ylmethyl]amino}thiophene-2-carboxylic acid methyl ester